C(#N)C1=C(C=CC=C1)N1CCC(CC1)CNC(=O)NC=1N=C(SC1)C#C 1-((1-(2-cyanophenyl)piperidin-4-yl)methyl)-3-(2-ethynylthiazol-4-yl)urea